(S)-1-(1-(3-chlorophenyl)-2-hydroxyethyl)-3-(1-(2-((2-chlorophenyl)amino)pyrimidin-4-yl)-5-methyl-1H-pyrazol-4-yl)urea ClC=1C=C(C=CC1)[C@@H](CO)NC(=O)NC=1C=NN(C1C)C1=NC(=NC=C1)NC1=C(C=CC=C1)Cl